O.[Cl-].C(C1=CC=CC=C1)[N+](CCCCCCCCCCCCCCCC)(C)C benzyl-dimethyl-cetyl-ammonium chloride hydrate